methyl (E)-4-[2-[2-[2-[2-[2-[[4-[[(7R)-8-cyclopentyl-7-ethyl-5-methyl-6-oxo-7H-pteridin-2-yl]amino]-3-methoxy-benzoyl]amino]ethoxy]ethoxy]ethoxy]ethoxy]ethyl-methyl-amino]but-2-enoate C1(CCCC1)N1[C@@H](C(N(C=2C=NC(=NC12)NC1=C(C=C(C(=O)NCCOCCOCCOCCOCCN(C/C=C/C(=O)OC)C)C=C1)OC)C)=O)CC